FC(C=1C=CC(=NC1)NC1=C2CCN(CC2=CC=C1)C(=O)C1CNC1)(F)F 3-(5-((5-(trifluoromethyl)pyridin-2-yl)amino)-1,2,3,4-tetrahydroisoquinoline-2-carbonyl)azetidine